CSC=1C(=C(C)C(=C(C1)SC)N)N 3,5-dimethylthio-2,6-tolylenediamine